C1(=CC=CC=C1)S(=O)(=O)N1C=CC=2C1=CN=C(C2)Br 1-(benzenesulfonyl)-5-bromo-pyrrolo[2,3-c]pyridine